N-(4-amino-2-chloro-phenyl)-N-tert-butoxycarbonyl-carbamic acid tert-butyl ester C(C)(C)(C)OC(N(C(=O)OC(C)(C)C)C1=C(C=C(C=C1)N)Cl)=O